NCC1=NC=CC(=C1)C=O 2-(AMINOMETHYL)-4-PYRIDINECARBOXALDEHYDE